(1r,4r)-4-((5-(cinnolin-6-yl)-7H-pyrrolo[2,3-d]pyrimidin-2-yl)amino)-1-methylcyclohexan-1-ol N1=NC=CC2=CC(=CC=C12)C1=CNC=2N=C(N=CC21)NC2CCC(CC2)(O)C